4,4'-azobis(4-cyanopentenoic acid) N(=NC(C=CC(=O)O)(C)C#N)C(C=CC(=O)O)(C)C#N